NC1=C2N(C(N(C2=NC(N1)=NS(=O)(=O)CCC)CC1=CC=CC=C1)=O)C(=O)N(C)CC(C)C 6-amino-9-benzyl-N-isobutyl-N-methyl-8-oxo-2-(propylsulfonylimino)purine-7-carboxamide